C(C)(=O)N[C@@H](CO)C(=O)O |r| N-Acetyl-Dl-serine